3-(4-(Azetidin-3-yl)-3-methyl-2-oxo-2,3-dihydro-1H-benzo[d]imidazol-1-yl)piperidine-2,6-dione 2,2,2-trifluoroacetate FC(C(=O)O)(F)F.N1CC(C1)C1=CC=CC=2N(C(N(C21)C)=O)C2C(NC(CC2)=O)=O